SULFAMATE S(N)([O-])(=O)=O